((1R,5R)-6-(7-(5-chloroisoquinolin-4-yl)-2-((tetrahydro-1H-pyrrolizin-7a(5H)-yl)methoxy)pyridino[2,3-d]pyrimidin-4-yl)-2,6-diazabicyclo[3.2.0]hept-2-yl)-2-fluoroprop-2-en-1-one ClC1=C2C(=CN=CC2=CC=C1)C=1C=CC2=C(N=C(N=C2N2[C@@H]3CCN([C@@H]3C2)C(C(=C)F)=O)OCC23CCCN3CCC2)N1